C(C)(C)(C)OC(C1=C(C(=CC=C1COC(C)C)Br)O)=O.C[Si](OC)(OC)COC(C=C)=O (methyl)acryloyloxymethyl-dimethoxysilane tert-butyl-3-bromo-6-((isopropoxy)methyl)-2-hydroxybenzoate